C1(CC1)CNC(=O)N1CCN(C2=CC=CC=C12)CC1=NC=CC=C1 N-(cyclopropylmethyl)-4-(pyridin-2-ylmethyl)-3,4-dihydroquinoxaline-1(2H)-carboxamide